N-(1-hydroxybutan-2-yl)-4-(2-(6-methylpyridin-2-yl)-6,7-dihydro-8H-pyrimido[5,4-b][1,4]oxazin-8-yl)pyrimidine-5-carboxamide OCC(CC)NC(=O)C=1C(=NC=NC1)N1C2=C(OCC1)C=NC(=N2)C2=NC(=CC=C2)C